tert-Butyl (endo)-5-(8-bromo-9-(2-cyanoethyl)-7-fluoro-5-(methylthio)-3-oxo-3,4-dihydropyrazino[2,3-c]quinolin-1(2H)-yl)-2-azabicyclo[2.1.1]hexane-2-carboxylate BrC=1C(=CC=2C3=C(C(=NC2C1F)SC)NC(CN3C3C1CN(C3C1)C(=O)OC(C)(C)C)=O)CCC#N